α-Methyllysine C[C@](N)(CCCCN)C(=O)O